C(OC1CC(N(C(C1)(C)C)OCCCCCCCCCCC)(C)C)(OC1CC(N(C(C1)(C)C)OCCCCCCCCCCC)(C)C)=O bis(1-undecoxy-2,2,6,6-tetramethylpiperidin-4-yl) carbonate